2'-cyanoacetophenone C(#N)C1=C(C=CC=C1)C(C)=O